3,5-bis[acetoacetamidopropoxy]monochlorotriazine n-propyl-alaninate C(CC)N[C@@H](C)C(=O)O.C(CC(=O)C)(=O)NCCCON1NN=CC(=C1Cl)OCCCNC(CC(=O)C)=O